2-(4-phenoxyphenoxy)ethan-1-one O(C1=CC=CC=C1)C1=CC=C(OCC=O)C=C1